C(C)(C)C1(C=CC=C1)[Ti](N(CC)CC)(N(CC)CC)N(CC)CC isopropyl-cyclopentadienyl-tri(diethylamino)titanium